(2S)-2-{4-chloro-2-[(1E)-2-fluorovinyl]phenoxy}propanoic acid ClC1=CC(=C(O[C@H](C(=O)O)C)C=C1)\C=C\F